2,4,6-tribromophenol methacrylate C(C(=C)C)(=O)OC1=C(C=C(C=C1Br)Br)Br